C(C)(C)(C)C=1C=C(C=C(C1)N)N 5-(tert-butyl)benzene-1,3-diamine